C1(=CC=CC=C1)C(C1=CC=CC=C1)=NC(C#N)CC=1C=CC2=C(C=C(S2)C2=CC3=C(N(C(O3)=O)C)C=C2)C1 2-[(diphenylmethylidene)amino]-3-[2-(3-methyl-2-oxo-1,3-benzoxazol-6-yl)-1-benzothiophen-5-yl]propanenitrile